BrC=1C=C(C2=CN(N=C2C1)C(C(=O)OCC)C1=C2N(C=N1)CCC2)F ethyl 2-(6-bromo-4-fluoro-2H-indazol-2-yl)-2-(6,7-dihydro-5H-pyrrolo[1,2-c]imidazol-1-yl)acetate